FC1CC(N(C1)C(CC1=CNC2=CC=C(C=C12)C)=O)C(=O)NC(C1=CC=C(C=C1)C(C)C)C1=CC=CC=C1 4-fluoro-1-[2-(5-methyl-1H-indol-3-yl)acetyl]-N-{phenyl[4-(propan-2-yl)phenyl]methyl}pyrrolidine-2-carboxamide